C(C)(=O)OC1=CC=CC(=C1)CCCCC 5-pentylphenyl acetate